[Na+].C(C=CCCCCCCCCCCC)(=O)[O-] tetradecenoic acid sodium salt